OC(C)C1CC1 1-(1-hydroxyethyl)cyclopropane